FC1=C(CN2C(N(C(C=C2NC2=CC3=CN(N=C3C=C2Cl)C([2H])([2H])[2H])=O)CC2=NN(C=N2)C)=O)C=C(C(=C1)F)F 1-(2,4,5-trifluorobenzyl)-6-(6-chloro-2-(2H3)methyl-2H-indazol-5-ylamino)-3-((1-methyl-1H-1,2,4-triazol-3-yl)methyl)pyrimidine-2,4(1H,3H)-dione